OC1=C(C=CC=C1)S(=O)(=O)CP(OCC)(OCC)=O Diethyl (2-hydroxyphenylsulfonyl)methylphosphonate